tert-butyl N-[3-[4-[3-[[4-[[(7R)-8-cyclopentyl-7-ethyl-5-methyl-6-oxo-7H-pteridin-2-yl]amino]-3-methoxy-benzoyl]amino]propyl]piperazin-1-yl]propyl]-N-methyl-carbamate C1(CCCC1)N1[C@@H](C(N(C=2C=NC(=NC12)NC1=C(C=C(C(=O)NCCCN2CCN(CC2)CCCN(C(OC(C)(C)C)=O)C)C=C1)OC)C)=O)CC